N[C@@H]1[C@@H](CCC1)NC(=O)C=1SC=2N=CC=C3N(C(NC1C23)=O)C2=CC(=CC=C2)C2=NC=CC=C2 N-((1R,2S)-2-Aminocyclopentyl)-4-oxo-5-(3-(pyridin-2-yl)phenyl)-4,5-dihydro-3H-1-thia-3,5,8-triazaacenaphthylene-2-carboxamide